ClC1C2(C=CC(C(C1=O)Cl)(O2)CC)CC 2,4-dichloro-1,5-diethyl-8-oxabicyclo[3.2.1]oct-6-en-3-one